(4-amino-4-methylpiperidin-1-yl)-5-(2,3-dichlorophenyl)-6-hydroxypyrimidine-4-carboxamide NC1(CCN(CC1)C1=NC(=C(C(=N1)C(=O)N)C1=C(C(=CC=C1)Cl)Cl)O)C